C(C)(C)C1=NC(=C(C2=CC=CC=C12)C)N(S(=O)(=O)C1=CC=C(C(=O)O)C=C1)CC1=CC=C(C=C1)OC(F)(F)F 4-({(1-isopropyl-4-methylisoquinolin-3-yl)[4-(trifluoromethoxy)benzyl]amino}sulfonyl)benzoic acid